C1(C=CC(N1C1C(C(=O)NC1=O)(S(=O)(=O)O)C(C1=CC=CC=C1)=O)=O)=O maleimidobenzoyl-sulfo-succinimide